N-(3-((2-((4-methyl-2-(4-methylpiperazin-1-yl)thiazol-5-yl)amino)-5-(trifluoromethyl)pyrimidin-4-yl)amino)propyl)oxetane-3-carboxamide CC=1N=C(SC1NC1=NC=C(C(=N1)NCCCNC(=O)C1COC1)C(F)(F)F)N1CCN(CC1)C